tert-Butyl (2-(((3-(4-(ethoxymethyl)-4-ethylcyclohex-1-en-1-yl)-5,5-difluoro-5,6-dihydro-4H-pyrrolo[1,2-b]pyrazol-2-yl)methyl)(methyl)amino)ethyl)(methyl)carbamate C(C)OCC1(CC=C(CC1)C1=C2N(N=C1CN(CCN(C(OC(C)(C)C)=O)C)C)CC(C2)(F)F)CC